CN(C(=O)NC=1C=CC=C2C=CC=NC12)C1=CC=2OC(C(=CC2S1)C(=O)O)=O 2-(1-methyl-3-(quinolin-8-yl)ureido)-5-oxo-5H-thieno[3,2-b]pyran-6-carboxylic acid